(5-(naphthalene-2-yl)isoxazol-3-yl)phenol C1=C(C=CC2=CC=CC=C12)C1=CC(=NO1)C1=C(C=CC=C1)O